FC1=C(C=C(C=C1)C(F)(F)F)NC(C1=CC=C(C=C1)C1=CC2=C(N=C(N=C2)SC)N2C1=NCC2)=O N-(2-fluoro-5-(trifluoromethyl)phenyl)-4-(2-(methylsulfanyl)-8,9-dihydroimidazo[1',2':1,6]pyrido[2,3-d]pyrimidin-6-yl)benzamide